BrC1=CN(C(C2=C1N=C(N=C2)SC)=O)C2=C(C=CC=C2Cl)Cl 8-bromo-6-(2,6-dichlorophenyl)-2-methylsulfanylpyrido[4,3-d]pyrimidin-5-one